1-cyclopropyl-6-phenyl-4-(2,2,2-trifluoroethyl)hex-5-yn-1-one C1(CC1)C(CCC(C#CC1=CC=CC=C1)CC(F)(F)F)=O